2-amino-5,6-dihydrothieno[2,3-h]quinazoline-8-carboxylic acid NC1=NC=2C3=C(CCC2C=N1)SC(=C3)C(=O)O